FC(C(=O)O)(F)F.NC1=NN2C(N=CC=C2)=C1C(=O)NCC=1C=C(C=2N(C1N1CCCC1)C=NC2C#N)Cl 2-Amino-N-((8-chloro-1-cyano-5-(pyrrolidin-1-yl)imidazo[1,5-a]pyridin-6-yl)methyl)pyrazolo[1,5-a]pyrimidine-3-carboxamide trifluoroacetate salt